N1(CCCCC1)C=1C(NN=CC1)=O 4-(piperidin-1-yl)-2,3-dihydropyridazin-3-one